NC1=C(C(N(C(=N1)N1CCC2([C@@H]([C@@H](OC2)C)N)CC1)C)=O)SC=1C(=NC=CC1)C(F)(F)F 6-amino-2-((3S,4S)-4-amino-3-methyl-2-oxa-8-azaspiro[4.5]decan-8-yl)-3-methyl-5-((2-(trifluoromethyl)pyridin-3-yl)thio)pyrimidin-4(3H)-one